(picenyl){(phenanthreneyl)phenyl}naphthalene C1(=CC=CC2=CC=C3C4=CC=C5C=CC=CC5=C4C=CC3=C21)C2=C(C1=CC=CC=C1C=C2)C2=C(C=CC=C2)C2=CC=CC=1C3=CC=CC=C3C=CC21